3-(N,N-di(2-(i-butyloxycarbonyl)ethyl)amino)propyltrimethoxysilane C(C(C)C)OC(=O)CCN(CCC(=O)OCC(C)C)CCC[Si](OC)(OC)OC